7-(trifluoromethyl)benzo[d]Oxazole-5-carbaldehyde FC(C1=CC(=CC=2N=COC21)C=O)(F)F